3-(4-((2-(2-(2-(4-(4-amino-3-(4-phenoxyphenyl)-1H-pyrazolo[3,4-d]pyrimidin-1-yl)piperidin-1-yl)-2-oxoethoxy)ethoxy)ethyl)thio)-1-oxoisoindoline-2-yl)piperidine NC1=C2C(=NC=N1)N(N=C2C2=CC=C(C=C2)OC2=CC=CC=C2)C2CCN(CC2)C(COCCOCCSC2=C1CN(C(C1=CC=C2)=O)C2CNCCC2)=O